tert-butyl (R)-(5-(triethylsilyl)pent-4-yn-2-yl)carbamate C(C)[Si](C#CC[C@@H](C)NC(OC(C)(C)C)=O)(CC)CC